C(C)OC(=O)C1=C(N=C(S1)NC1=NC(=CC(=N1)C1=CC=C(C=C1)C(NCC(C)C)=O)N1CCC(CC1)O)C 2-[4-[4-(isobutylcarbamoyl)phenyl]-6-(4-hydroxypiperidin-1-yl)-pyrimidin-2-ylamino]-4-methyl-5-thiazolecarboxylic acid ethyl ester